C(CCCCCCC)OCCCC(CCN)N octyloxypropyl-1,3-propanediamine